C(C)C(CN1C(=C(C(C2=CC=C(C=C12)OC(=O)C(C)(C)C)=O)OC(=O)C(C)(C)C)C1=CC(=C(C=C1)OC(=O)C(C)(C)C)OC(=O)C(C)(C)C)CCCC N-(2-ethylhexyl)-2-(3,4-di-(tert-butylcarbonyloxy)-phenyl)-3,7-di-(tert-butylcarbonyloxy)-quinolin-4-one